O-tert-butyl-N-(4-(trifluoromethyl)benzyl)hydroxylamine C(C)(C)(C)ONCC1=CC=C(C=C1)C(F)(F)F